N-erucoyl-glycine C(CCCCCCCCCCC\C=C/CCCCCCCC)(=O)NCC(=O)O